(5S,7S)-2-cyclopropylsulfanyl-7-fluoro-5-phenyl-6,7-dihydro-5H-pyrrolo[1,2-b][1,2,4]triazole C1(CC1)SC=1N=C2N(N1)[C@@H](C[C@@H]2F)C2=CC=CC=C2